((4-methylphenyl)sulfonylamino)-1-phenylhexane-3-sulfonyl fluoride CC1=CC=C(C=C1)S(=O)(=O)NCCCC(CCC1=CC=CC=C1)S(=O)(=O)F